((3-((5-((3S,4S)-4-amino-3-methyl-2-oxa-8-azaspiro[4.5]decan-8-yl)pyrazin-2-yl)thio)-2-chlorophenyl)carbamoyl)-2-fluorobenzenesulfonamide N[C@@H]1[C@@H](OCC12CCN(CC2)C=2N=CC(=NC2)SC=2C(=C(C=CC2)NC(=O)C=2C(=C(C=CC2)S(=O)(=O)N)F)Cl)C